C[C@@H]1O[C@@H](CN(C1)C1CCN(CC1)C1=C(C=C(C(=C1)OC)NC1=NC=NC(=C1)N1OCC[C@@H]1C1=CC(=CC=C1)OC1=CC=CC=C1)NC(C=C)=O)C N-(2-(4-((2S,6R)-2,6-dimethylmorpholino)piperidin-1-yl)-4-methoxy-5-((6-((R)-3-(3-phenoxyphenyl)isoxazolidin-2-yl)pyrimidin-4-yl)amino)phenyl)acrylamide